C(C=C)(=O)N1CCN(CC1)C1=NC=NC2=CC(=C(C=C12)Cl)C=1C=C(C(=O)NC2CC2)C=CC1 3-(4-(4-acryloylpiperazin-1-yl)-6-chloroquinazolin-7-yl)-N-cyclopropylbenzamide